CNN1CCN(CC1)NC N,N'-dimethylaminopiperazine